C1(CC1)C=1N=CN(C1)C1=CC=CC2=C1C(=C(O2)C(=O)Cl)C(F)F (4-cyclopropyl-1H-imidazol-1-yl)-3-(difluoromethyl)benzofuran-2-carbonyl chloride